BrC1=CC=C(C=C1)C(C)(C#C)C=1N=C(SC1)NC(=O)NCC1(CCNCC1)O 1-(4-(2-(4-bromophenyl)-but-3-yn-2-yl)thiazol-2-yl)-3-((4-hydroxypiperidin-4-yl)methyl)urea